[3-(2-chloro-6-methyl-4-pyridinyl)-2-(3-cyanophenyl)pyrazolo[1,5-a]pyrimidin-5-yl]piperazine-1-carboxamide ClC1=NC(=CC(=C1)C=1C(=NN2C1N=C(C=C2)C2N(CCNC2)C(=O)N)C2=CC(=CC=C2)C#N)C